(2s,3s)-3-AMINO-2-HYDROXYHEXANOIC ACID N[C@H]([C@@H](C(=O)O)O)CCC